3,6,9,12-tetraazabicyclo[6.4.1]tridec-1(12),2,6,8-tetraene C=12C=NCCN=CC(=NCCN1)C2